tert-Butyl 4-((6-((2-(methoxycarbonyl)-4-methylphenoxy)methyl)pyridin-2-yl)methyl)piperidine-1-carboxylate COC(=O)C1=C(OCC2=CC=CC(=N2)CC2CCN(CC2)C(=O)OC(C)(C)C)C=CC(=C1)C